COC1=C(C=CC=C1)/N=N/C1(CC2=CC=CC=C2C=C1)O 2-[(E)-(2-methoxyphenyl)diazenyl]naphthalen-2-ol